(S)-N-((+)-1-(3-amino-4-fluorophenyl)-1-(4-cyanophenyl)-3-cyclopropyl)-2-methylpropane-2-sulfinamide NC=1C=C(C=CC1F)C1(CC1N[S@@](=O)C(C)(C)C)C1=CC=C(C=C1)C#N